ClC=1C=C(C=CC1OC1CC1)[C@H]([C@@H](CN1CCCC1)NC(=O)[C@H]1CN(CC1)C1=NC=CC=C1)O (R)-N-((1R,2R)-1-(3-chloro-4-cyclopropoxyphenyl)-1-hydroxy-3-(pyrrolidin-1-yl)propan-2-yl)-1-(pyridin-2-yl)pyrrolidine-3-carboxamide